1-((2R,3S,4R,5R)-4-((tert-butyldimethylsilyl)oxy)-5-ethynyl-3-fluoro-5-(hydroxymethyl)tetrahydrofuran-2-yl)-5-fluoropyrimidine-2,4(1H,3H)-dione [Si](C)(C)(C(C)(C)C)O[C@H]1[C@@H]([C@@H](O[C@@]1(CO)C#C)N1C(NC(C(=C1)F)=O)=O)F